ClC1=C(C(=O)NC2=NC=CC(=C2)OC)C=CC=C1 2-chloro-N-(4-methoxypyridin-2-yl)benzamide